NC=1NC(C=2N=CN(C2N1)[C@H]1C[C@@H](CO1)O)=O (2R,3S,5R)-5-(2-amino-1,9-dihydro-6H-purin-6-one-9-yl)-3-hydroxytetrahydrofuran